C1=CC=CC=2C3=CC=CC=C3C(=CC12)C1=NC2=C3N=C(C=C(C3=CC=C2C(=C1)C1=CC=CC=C1)C1=CC=CC=C1)C=1C2=CC=CC=C2C=2C=CC=CC2C1 2,9-bis(phenanthren-9-yl)-4,7-diphenyl-1,10-phenanthroline